2-(azetidin-1-yl)ethyl 2-(3,5-dichlorophenyl)benzo[d]oxazole-6-carboxylate ClC=1C=C(C=C(C1)Cl)C=1OC2=C(N1)C=CC(=C2)C(=O)OCCN2CCC2